O=C1C2(NC3=CC=CC=C3N1)CCN(CC2)C(=O)[O-] 3'-oxo-3',4'-dihydro-1'H-spiro(piperidine-4,2'-quinoxaline)-1-carboxylate